tert-butyl (12aR)-10-chloro-9-(2-fluoro-6-hydroxyphenyl)-8-[(trimethylsilyl) ethynyl]-3,4,12,12a-tetrahydro-6H-pyrazino[2,1-c][1,4]benzooxazepine-2(1H)-carboxylate ClC1=C(C(=CC=2CN3[C@@H](COC21)CN(CC3)C(=O)OC(C)(C)C)C#C[Si](C)(C)C)C3=C(C=CC=C3O)F